N1=CC=C(C=C1)CC=1C=CC(=NC1)NC(OC(C)(C)C)=O tert-Butyl (5-(pyridin-4-ylmethyl)pyridin-2-yl)carbamate